(1-{1-[2,4-bis(trifluoromethyl)phenyl]ethyl}-1H-pyrazol-4-yl)-5-(furan-2-yl)isoxazole-3-carboxamide FC(C1=C(C=CC(=C1)C(F)(F)F)C(C)N1N=CC(=C1)C=1C(=NOC1C=1OC=CC1)C(=O)N)(F)F